Trimethylbenzoyldiphenylphosphine oxide CC1=C(C(=C(C=C1)C(=O)P(=O)(C2=CC=CC=C2)C3=CC=CC=C3)C)C